S(C)(=O)(=O)O.C(C)OC(C1=CC=C(C=C1)OC(CCCCCNC=NN)=O)=O 4-[[6-[(Aminoiminomethyl)amino]-1-oxohexyl]oxyl]benzoic acid ethyl ester mesylate salt